(S)-N,N-dimethyl-4-((6-(3-(3-phenylpropyl)-1,2,4-oxadiazole-5-yl)-5-azaspiro[2.4]heptan-5-yl)sulfonyl)aniline CN(C1=CC=C(C=C1)S(=O)(=O)N1CC2(CC2)C[C@H]1C1=NC(=NO1)CCCC1=CC=CC=C1)C